(2S)-N-(4-(Cyclopropylamino)-3,4-dioxo-1-((S)-2-oxopyrrolidin-3-yl)butan-2-yl)-2-((R)-3-(2,4-dichlorophenyl)pentanamido)-4,4-dimethylpentanamid C1(CC1)NC(C(C(C[C@H]1C(NCC1)=O)NC([C@H](CC(C)(C)C)NC(C[C@@H](CC)C1=C(C=C(C=C1)Cl)Cl)=O)=O)=O)=O